2-(2,6-dioxopiperidin-3-yl)-5-(4-hydroxy-1-((6-Isopropoxypyridin-3-yl)methyl)piperidin-4-yl)isoindoline-1,3-dione O=C1NC(CCC1N1C(C2=CC=C(C=C2C1=O)C1(CCN(CC1)CC=1C=NC(=CC1)OC(C)C)O)=O)=O